7-(3-methoxy-4-(trifluoromethyl)phenyl)-2-azaspiro[3.5]nonan COC=1C=C(C=CC1C(F)(F)F)C1CCC2(CNC2)CC1